(3-Chloro-4-fluorophenyl)-1-(3-methoxybicyclo[1.1.1]pent-1-yl)-1-((5-(trifluoromethyl)-1H-pyrazol-3-yl)methyl)urea ClC=1C=C(C=CC1F)NC(N(CC1=NNC(=C1)C(F)(F)F)C12CC(C1)(C2)OC)=O